N1(CCOCC1)NC(=O)C=1N=C(N(C1C)C1=CC=C(C=C1)C#CCCO[N+](=O)[O-])C1=C(C=C(C=C1)Cl)Cl 2-(2,4-Dichloro-phenyl)-5-methyl-1-[4-(4-nitrooxy-but-1-ynyl)-phenyl]-1H-imidazole-4-carboxylic acid morpholin-4-ylamide